(S)-5-chloro-4-(2-((2-cyclopropyl-5-methyl-6-oxo-5,6,7,8-tetrahydrooxazolo[4',5':4,5]benzo[1,2-b][1,4]oxazepine-7-yl)amino)ethyl)-1-(2-fluorobenzyl)-1H-pyridine ClC=1C(=CCN(C1)CC1=C(C=CC=C1)F)CCN[C@@H]1C(N(C2=C(OC1)C=C1C(=C2)N=C(O1)C1CC1)C)=O